C(C)(C)(C)[S@](=O)N[C@@H](C)C=1C(=C(C(=C2C=NNC12)C=1N=CC=2N(C1)C=C(N2)NC(C)=O)Cl)F N-(6-(7-((S)-1-(((S)-tert-butylsulfinyl)amino)ethyl)-5-chloro-6-fluoro-1H-indazol-4-yl)imidazo[1,2-a]pyrazin-2-yl)acetamide